Z-15-octadecenoic acid C(CCCCCCCCCCCCC\C=C/CC)(=O)O